2,6-bis(4'-azidobenzylidene)-4-methylcyclohexanone N(=[N+]=[N-])C1=CC=C(C=C2C(C(CC(C2)C)=CC2=CC=C(C=C2)N=[N+]=[N-])=O)C=C1